C(C=C)(=O)N1[C@H](CN(CC1)C=1C2=C(N=C(N1)OC[C@H]1N(CCC1)C)N=C(C=C2)C2=CC=CC1=CC=C(C(=C21)Cl)F)CC#N 2-((S)-1-acryloyl-4-(7-(8-chloro-7-fluoronaphthalen-1-yl)-2-(((S)-1-methylpyrrolidin-2-yl)methoxy)pyridino[2,3-d]pyrimidin-4-yl)piperazin-2-yl)acetonitrile